isophthalic acid bis(β-phenoxypropionyl hydrazide) O(C1=CC=CC=C1)CCC(=O)N(N)C(C1=CC(C(=O)N(N)C(CCOC2=CC=CC=C2)=O)=CC=C1)=O